C(C)(C)(C)N=C(N(C)C)N(C)C 2-(t-butyl)-1,1,3,3-tetramethylguanidine